butyl-1,2,3,4,4a,5,8,8a-octahydro-1,4:5,8-dimethanonaphthalene C(CCC)C12CCC(C3C4C=CC(C13)C4)C2